6-Isopropyl-2-(tetrahydro-2H-pyran-2-yl)-2H-indazole-4-carbonitrile C(C)(C)C=1C=C(C2=CN(N=C2C1)C1OCCCC1)C#N